R-4-Amino-N-[(1-ethyl-2-pyrrolidinyl)methyl]-5-(ethylsulfonyl)-2-methoxybenzamide NC1=CC(=C(C(=O)NC[C@@H]2N(CCC2)CC)C=C1S(=O)(=O)CC)OC